[Si](C)(C)(C(C)(C)C)OC1CC(C1)N1N=C(C(=C1)C)C(F)(F)F 1-((1s,3s)-3-((tert-butyldimethylsilyl)oxy)cyclobutyl)-4-methyl-3-(trifluoromethyl)-1H-pyrazole